2-((methyl(1-methylazetidin-3-yl)carbamoyl)oxy)propane-1,3-diyl dipalmitate C(CCCCCCCCCCCCCCC)(=O)OCC(COC(CCCCCCCCCCCCCCC)=O)OC(N(C1CN(C1)C)C)=O